COC1=CC(=C(CON)C=C1)C O-(4-methoxy-2-methylbenzyl)hydroxylamine